C1(CC1)C([C@@H](C(=O)NC1=CC=C(C=C1)C=1C(=NOC1C)C)NC(OC(C)(C)C)=O)C1CC1 tert-butyl (S)-(1,1-dicyclopropyl-3-((4-(3,5-dimethylisoxazol-4-yl)phenyl)amino)-3-oxopropan-2-yl)carbamate